ClC1=C(C#N)C=CC(=C1)N1CC2(CC1C)CCN(CC2)C2=NC=C(C=C2)C(=O)N2CCC(CC2)CN2CCN(CC2)C2=CC(=CC=C2)NC2C(NC(CC2)=O)=O 2-Chloro-4-(8-(5-(4-((4-(3-((2,6-dioxopiperidin-3-yl)amino)phenyl)piperazin-1-yl)methyl)piperidine-1-carbonyl)pyridin-2-yl)-3-methyl-2,8-diazaspiro[4.5]decan-2-yl)benzonitrile